methyl 4-amino-3-(4-methoxycyclohex-1-en-1-yl)-1-methyl-1H-pyrazole-5-carboxylate NC=1C(=NN(C1C(=O)OC)C)C1=CCC(CC1)OC